6-(Cyclopropanamido)-N-methoxy-4-((1-methyl-1H-indazol-6-yl)amino)nicotinamide C1(CC1)C(=O)NC1=NC=C(C(=O)NOC)C(=C1)NC1=CC=C2C=NN(C2=C1)C